NC=1N(C=2C(=C3N=CC=NC3=CC2)N1)C 2-amino-3-methyl-3H-imidazo[4,5-F]quinoxaline